CC1OCC(C2=CC=C(C=C12)C(F)(F)F)O 1-methyl-7-(trifluoromethyl)isochroman-4-ol